2-fluoro-4-[4-[[4-[3-methyl-4-[4-[[3-(2,2,2-trifluoro-1,1-dimethyl-ethyl)-1H-1,2,4-triazol-5-yl]methylcarbamoyl]pyrazol-1-yl]phenyl]phenyl]methyl]piperazin-1-yl]benzoic acid FC1=C(C(=O)O)C=CC(=C1)N1CCN(CC1)CC1=CC=C(C=C1)C1=CC(=C(C=C1)N1N=CC(=C1)C(NCC1=NC(=NN1)C(C(F)(F)F)(C)C)=O)C